ClC=1C(=NC(=NC1)N[C@H]1[C@@H](COCC1)O)C12CC(C1)(C2)C(=O)NC(C)C 3-(5-chloro-2-(((3S,4R)-3-hydroxytetrahydro-2H-pyran-4-yl)amino)pyrimidin-4-yl)-N-isopropylbicyclo[1.1.1]pentane-1-carboxamide